NC[C@@H]1CC(C(N1)=O)(C)C (S)-5-(aminomethyl)-3,3-dimethylpyrrolidin-2-one